ClC1=CC(=NC=N1)C1=NNC2=CC=C(C=C12)OC1(CC1)C 3-(6-chloropyrimidin-4-yl)-5-(1-methylcyclopropoxy)-1H-indazole